(S)-1-(naphthalen-1-yl)ethan-1-aminium (R)-7-hydroxy-2-(3-iodophenyl)-2,6,6-trimethylheptanoate OCC(CCC[C@](C(=O)[O-])(C)C1=CC(=CC=C1)I)(C)C.C1(=CC=CC2=CC=CC=C12)[C@H](C)[NH3+]